The molecule is a peroxol (hydroperoxide) that is the 1-hydroperoxy derivative of p-menthane. It has a role as a hapten and an allergen. It derives from a hydride of a p-menthane. CC(C)C1CCC(CC1)(C)OO